aminopropyltriethoxysilane, hydrochloride Cl.NCCC[Si](OCC)(OCC)OCC